N=1C=NN2C1C=C(C=C2)OC2=C(C=C(C=C2)NC2=NC=NC1=CC=3OC[C@H]4N(C3N=C12)CCN(C4)C(C=C)=O)C (S)-1-(11-((4-([1,2,4]triazolo[1,5-a]pyridin-7-yloxy)-3-methylphenyl)amino)-1,2,4a,5-tetrahydropyrazino[1,2-d]pyrimido[4',5':5,6]pyrido[3,2-b][1,4]oxazin-3(4H)-yl)prop-2-en-1-one